COC(=O)C1(C(C2=CC=CC=C2C1)=O)C(C)C 2-isopropyl-1-oxo-2,3-dihydro-1H-indene-2-carboxylic acid methyl ester